2-(3,5-dichloro-4-((4,4-dimethyl-1,3,4,9-tetrahydropyrano[3,4-b]indol-6-yl)oxy)phenyl)-3,5-dioxo-2,3,4,5-tetrahydro-1,2,4-triazine-6-carbonitrile ClC=1C=C(C=C(C1OC=1C=C2C3=C(NC2=CC1)COCC3(C)C)Cl)N3N=C(C(NC3=O)=O)C#N